1-(4-hydroxy-piperidin-1-yl)-7-phenyl-heptane-1-one OC1CCN(CC1)C(CCCCCCC1=CC=CC=C1)=O